C(#CC)C=1C=C2C=NNC2=C(C1)C(=O)O 5-(propan-1-yn-1-yl)-1H-indazole-7-carboxylic acid